3-(6-methoxypyridin-3-yl)-3-(3-(3-(5,6,7,8-tetrahydro-1,8-naphthyridin-2-yl)propoxy)azetidin-1-yl)propionic acid COC1=CC=C(C=N1)C(CC(=O)O)N1CC(C1)OCCCC1=NC=2NCCCC2C=C1